(rac)-2-(6-amino-5-cyanopyridin-3-yl)-N-[1-(pyridin-4-yl)cyclobutyl]-6,7-dihydrospiro[pyrazolo[5,1-c][1,4]oxazine-4,3'-pyrrolidine]-1'-carboxamide NC1=C(C=C(C=N1)C1=NN2C(=C1)[C@@]1(CN(CC1)C(=O)NC1(CCC1)C1=CC=NC=C1)OCC2)C#N |r|